N-Cyclohexylbenzothiazol-sulfenamid C1(CCCCC1)NSC=1SC2=C(N1)C=CC=C2